(3R)-3-[(4R)-4-ethyl-2-imino-4-methyl-6-oxo-hexahydropyrimidin-1-yl]-N-[(3S,4R)-3-hydroxy-3-methyl-chroman-4-yl]indane-5-carboxamide C(C)[C@]1(NC(N(C(C1)=O)[C@@H]1CCC2=CC=C(C=C12)C(=O)N[C@H]1[C@](COC2=CC=CC=C12)(C)O)=N)C